2-(4-fluoropiperidin-4-yl)-6-(2-methyl-2H-indazol-5-yl)-1,3-benzothiazole FC1(CCNCC1)C=1SC2=C(N1)C=CC(=C2)C2=CC1=CN(N=C1C=C2)C